CC1OC(CN(C1)C=1C=CC(=NC1)C=1C=NC(=CC1NC1=NC(=CC(=C1)OCC1(CC1)OC)S(=O)(=O)C)NC(C)=O)C N-(5-(2,6-dimethylmorpholino)-4'-((4-((1-methoxycyclopropyl)methoxy)-6-(methylsulfonyl)pyridin-2-yl)amino)-[2,3'-bipyridin]-6'-yl)acetamide